COC1=CC=C(CN(C2=NC(=C(C(=C2)B2OC(C(O2)(C)C)(C)C)C(F)(F)F)C)CC2=CC=C(C=C2)OC)C=C1 N,N-bis(4-methoxybenzyl)-6-methyl-4-(4,4,5,5-tetramethyl-1,3,2-dioxaborolan-2-yl)-5-(trifluoromethyl)pyridin-2-amine